CN1C(N(C2=C1C=C(C=C2)C#CCCN2CCC(CC2)CNC)C2C(NC(CC2)=O)=O)=O 3-[3-Methyl-5-[4-[4-(methylaminomethyl)-1-piperidyl]but-1-ynyl]-2-oxo-benzimidazol-1-yl]piperidine-2,6-dione